C(C1(C)C(C)(C)C(C(=O)O)CC1)(=O)O (+-)-camphoric acid